C(C1=CC=CC=C1)OCCCC(C(=O)OC(C)(C)C)=C tert-butyl 5-(benzyloxy)-2-methylenevalerate